CN1N=C2N=CC(=CC2=C1)C1=CC=C2C(=N1)SC(=C2)[C@@H](O)[C@H]2CN(CC2)C (S)-(6-(2-methyl-2H-pyrazolo[3,4-b]pyridin-5-yl)thieno[2,3-b]pyridin-2-yl)((3R)-1-methyl-3-pyrrolidinyl)methanol